The molecule is a dicarboxylic acid monoanion. It is a conjugate base of a diphenic acid. It is a conjugate acid of a diphenate(2-). C1=CC=C(C(=C1)C2=CC=CC=C2C(=O)[O-])C(=O)O